tert-butyl 4-[3,5-dimethyl-1-(1-methyl-2,6-dioxo-3-piperidyl)-2-oxo-benzimidazol-4-yl]piperidine-1-carboxylate CN1C(N(C2=C1C(=C(C=C2)C)C2CCN(CC2)C(=O)OC(C)(C)C)C2C(N(C(CC2)=O)C)=O)=O